C(C)(C)(C)OC(=O)N1[C@@H](CNC[C@@H]1C)C (2r,6s)-2,6-dimethylpiperazine-1-carboxylic acid tert-butyl ester